(1s,2s)-2-fluoro-N-(6-(4-methoxypyridin-3-yl)imidazo[1,2-a]pyridin-2-yl)cyclopropane-1-carboxamide Tungsten-iron [Fe].[W].F[C@@H]1[C@@H](C1)C(=O)NC=1N=C2N(C=C(C=C2)C=2C=NC=CC2OC)C1